C(C=C)N1N=C(C=C1)C allyl-3-methyl-1H-pyrazole